7-((3R,4R)-3-fluoro-4-(isochroman-6-yloxy)piperidin-1-yl)-8-methyl-4H-pyrimido[1,2-b]pyridazin-4-one F[C@@H]1CN(CC[C@H]1OC=1C=C2CCOCC2=CC1)C=1C(=CC=2N(N1)C(C=CN2)=O)C